8-phenyl-octanethiol C1(=CC=CC=C1)CCCCCCCCS